C(C)OC(=O)C1=CC(=CC=2SC3=CC=CC=C3C(C12)=O)N 1-Ethoxy-carbonyl-3-aminothioxanthone